N=1C(=CN2C1C=NC=C2)C=2NC(NN2)=S 5-(imidazo[1,2-a]pyrazin-2-yl)-2,4-dihydro-3H-1,2,4-triazole-3-thione